ClC1=C(C=C(C(=C1OC)C)OC)B1OC(C(O1)(C)C)(C)C 2-(2-chloro-3,5-dimethoxy-4-methyl-phenyl)-4,4,5,5-tetramethyl-1,3,2-dioxaborolane